1-methyl-1-butene-1,4-sultone CC1=CCCOS1(=O)=O